C(C=C)(=O)OCCCCCCCCCCCCCCCCCCCCCCCCCCCCC acryloxy-nonacosane